N-((2S,3R)-1-amino-3-hydroxy-1-oxobutan-2-yl)-1-((S)-1-((2S,3R)-2-amino-3-hydroxybutanoyl)-pyrrolidine-2-carbonyl)-2-benzylpyrrolidine-2-carboxamide NC([C@H]([C@@H](C)O)NC(=O)C1(N(CCC1)C(=O)[C@H]1N(CCC1)C([C@H]([C@@H](C)O)N)=O)CC1=CC=CC=C1)=O